C(C)(=O)N1CCC(CC1)(O)CCNC=1N=CC2=C(N1)N(C(C(=C2)C=2C(=C(C=CC2F)NS(=O)(=O)N2C[C@@H](CC2)F)F)=O)C (3R)-N-[3-[2-[2-(1-acetyl-4-hydroxypiperidin-4-yl)ethylamino]-8-methyl-7-oxopyrido[2,3-d]pyrimidin-6-yl]-2,4-difluorophenyl]-3-fluoropyrrolidine-1-sulfonamide